N(=C=O)CC1S(C(C(S1)N=C=O)CN=C=O)N=C=O 2,5-bis(isocyanatomethyl)-1,4-diisocyanato-1,3-dithiolane